1-benzyl 5-(tert-butyl) (((9H-fluoren-9-yl)methoxy)carbonyl)-L-glutamate C1=CC=CC=2C3=CC=CC=C3C(C12)COC(=O)N[C@@H](CCC(=O)OC(C)(C)C)C(=O)OCC1=CC=CC=C1